C(#N)C=1C(NC(N([C@H]2C[C@H](O)[C@@H](CO)O2)C1)=O)=O deoxy-5-cyanouridine